quinazolineselon N1C(N=CC2=CC=CC=C12)=[Se]